di(tert-butyl)(3,5-difluorophenyl)phosphine C(C)(C)(C)P(C1=CC(=CC(=C1)F)F)C(C)(C)C